triallyl-isourea C(C=C)N=C(N(CC=C)CC=C)O